BrC1=C(C=CC=C1)C1N(CCC1)C(C(F)(F)F)=O 1-(2-(2-bromophenyl)pyrrolidin-1-yl)-2,2,2-trifluoroethan-1-one